C(C1=CC=CC=C1)N1CC=2C3=C(N(C(C2C1)=O)CC1=CC=C(C=C1)Cl)NN=C3 7-benzyl-4-(4-chlorobenzyl)-4,6,7,8-tetrahydropyrazolo[3,4-b]pyrrolo[3,4-d]pyridin-5(3H)-one